C1(CCCCC1)C=1N(C(N(C1C1CCCCC1)C)(C1(N(C(=C(N1C)C1CCCCC1)C1CCCCC1)C)C)C)C 4,4',5,5'-tetracyclohexyl-1,1',2,2',3,3'-hexamethyl-2,2',3,3'-tetrahydro-2,2'-biimidazole